N-hydroxyisopropyl-N'-hydroxyethyl-butanediamine ONC(CCC)(NCCO)C(C)C